C(C)(C)(C)NS(=O)(=O)C=1SC(=CC1C1=CC=C(C=C1)C(C)N1C(=NC=C1)C)CC(C)C N-(tert-butyl)-5-isobutyl-3-(4-(1-(2-Methyl-1H-imidazol-1-yl)ethyl)phenyl)thiophene-2-sulfonamide